8-((4-((cyclobutylmethyl)(6-methylbenzo[d][1,3]dioxol-5-yl)amino)cyclohexyl)(methyl)amino)-5-methyl-6-oxo-5,6-dihydro-1,5-naphthyridine-2,7-dicarbonitrile C1(CCC1)CN(C1CCC(CC1)N(C1=C(C(N(C=2C=CC(=NC12)C#N)C)=O)C#N)C)C1=CC2=C(OCO2)C=C1C